BrC1=NC=CC(=C1)CNC(=O)N[C@H]1[C@@H](C1)C1CCCCC1 1-[(2-bromopyridin-4-yl)methyl]-3-[(1R,2S)-2-cyclohexylcyclopropyl]urea